5-Amino-2-(3,6-dihydro-2H-pyran-4-yl)-6-(5-(methoxymethoxy)-2-methylphenyl)pyrimidine-4-carboxamide NC=1C(=NC(=NC1C1=C(C=CC(=C1)OCOC)C)C=1CCOCC1)C(=O)N